(S,Z)-Benzyl 3-(2,2,5,5-tetramethyl-1,3-dioxane-4-carboxamido)acrylate CC1(OCC([C@H](O1)C(=O)N\C=C/C(=O)OCC1=CC=CC=C1)(C)C)C